C(C)(C)OC1=CC=C(C=C1)C=1C=NC=2N(C1)N=CC2C2=CC=NC1=CC=CC=C21 4-[6-[4-isopropoxyphenyl]pyrazolo[1,5-a]pyrimidin-3-yl]quinoline